(R)-N-(4-methyl-1-oxo-1-(2-(pyridin-3-yl)ethylamino)pentan-2-yl)benzo[d][1,3]dioxole-5-carboxamide CC(C[C@H](C(NCCC=1C=NC=CC1)=O)NC(=O)C1=CC2=C(OCO2)C=C1)C